CC=1SC=C(C1C1=C(C(C(C1(F)F)(F)F)(F)F)C1=C(SC=C1C)C)C 1,2-bis-(2,4-dimethylthiophen-3-yl)perfluorocyclopentene